C(OC1=CC=C2C3=C1O[C@@H]1[C@]34CCN(C([C@@]4(CCC1=O)O)C2)CC2CC2)(OCCCCCCCCCCCC)=O (4aS,7aR,12bS)-3-(cyclopropylmethyl)-4a-hydroxy-7-oxo-2,3,4,4a,5,6,7,7a-octahydro-1H-4,12-methanobenzofuro[3,2-e]isoquinolin-9-yl dodecyl carbonate